7-bromo-5-fluoro-1-isopropyl-4-oxo-1,4-dihydroquinoline-2-carboxylic acid methyl ester COC(=O)C=1N(C2=CC(=CC(=C2C(C1)=O)F)Br)C(C)C